C1=C(NC=N1)CC(=O)O The molecule is a monocarboxylic acid that is acetic acid in which one of the methyl hydrogens has been replaced by an imidazol-4-yl group. It has a role as a mouse metabolite. It is a monocarboxylic acid and a member of imidazoles. It derives from an acetic acid. It is a conjugate acid of an imidazol-4-ylacetate. It is a tautomer of an imidazol-5-ylacetic acid and a 2H-imidazol-4-ylacetic acid.